S(N)(=O)(=O)[C@@]1([C@H](O)[C@H](O)[C@@H](CO)O1)N1C=NC=2C(N)=NC=NC12 sulfamoyl-adenosine